ClC1=NC=C(C=N1)C1=NOC(=C1)C(C(=O)OC)C(C)C methyl 2-[3-(2-chloropyrimidin-5-yl)-1,2-oxazol-5-yl]-3-methylbutanoate